[Na].C(C)(C)(C)OC(=O)NC1OCCC(C1)C(=O)N (tert-Butoxycarbonyl)aminotetrahydro-2H-pyran-4-carboxamide sodium